(e)-3-((3,7-dimethylocta-2,6-dien-1-yl)oxy)-5-pentadecylphenol C\C(=C/COC=1C=C(C=C(C1)CCCCCCCCCCCCCCC)O)\CCC=C(C)C